bis-salicylaldehyde iron [Fe].C(C=1C(O)=CC=CC1)=O.C(C=1C(O)=CC=CC1)=O